5-(4-{2,6-difluoro-4-[(5-oxa-7-azaspiro[2.5]oct-6-en-6-yl)amino]phenoxy}-1-{[2-(trimethylsilyl)ethoxy]methyl}-1H-pyrrolo[2,3-b]pyridin-3-yl)-2-[(propan-2-yl)oxy]benzonitrile FC1=C(OC2=C3C(=NC=C2)N(C=C3C=3C=CC(=C(C#N)C3)OC(C)C)COCC[Si](C)(C)C)C(=CC(=C1)NC=1OCC3(CC3)CN1)F